ethyl 2-(6-bromo-4-fluoro-indazol-2-yl)-2-(3-thioxo-2,5,6,7-tetrahydropyrrolo[1,2-c]imidazol-1-yl)acetate BrC=1C=C(C2=CN(N=C2C1)C(C(=O)OCC)C1=C2N(C(N1)=S)CCC2)F